5-(((6-(hydroxymethyl)-5-methylpyridin-3-yl)oxy)methyl)-2-isopropoxybenzonitrile OCC1=C(C=C(C=N1)OCC=1C=CC(=C(C#N)C1)OC(C)C)C